COC1=CC(=C(C=C1)C1=NC(=NO1)C1=CC2=C(N(N=N2)CC(CO)(C)C)C=C1)C 3-(5-(5-(4-methoxy-2-methylphenyl)-1,2,4-oxadiazol-3-yl)-1H-benzo[d][1,2,3]triazol-1-yl)-2,2-dimethyl-propan-1-ol